COC(=O)C=1C(N(C2=CC(=C(C=C2C1N)F)Br)C=1C=NC(=CC1)N)=O 4-Amino-1-(6-aminopyridin-3-yl)-7-bromo-6-fluoro-2-oxo-1,2-dihydroquinoline-3-carboxylic acid methyl ester